1-[2-chloro-5-[[5-(3,5-dichloro-4-fluoro-phenyl)-5-(trifluoromethyl)-4H-isoxazol-3-yl]amino]phenyl]pyrazole-4-carboxylic acid ClC1=C(C=C(C=C1)NC1=NOC(C1)(C(F)(F)F)C1=CC(=C(C(=C1)Cl)F)Cl)N1N=CC(=C1)C(=O)O